ClC1=C(C(=NN1CC(C)(C)C)C)C=O 5-chloro-3-methyl-1-neo-pentyl-1H-pyrazole-4-carbaldehyde